N1(CCNCCC1)C1=C2C(=NC=C1)NC=C2C2=CN=NC=C2 4-(1,4-diazepan-1-yl)-3-pyridazin-4-yl-1H-pyrrolo[2,3-b]pyridine